C1(CCCCC1)N(S(=O)(=O)C1=CC=C(C(=O)NC2=CC(=CC=C2)NS(=O)(=O)C)C=C1)C 4-(N-cyclohexyl-N-methylsulfamoyl)-N-(3-(methylsulfonamido)phenyl)benzamide